isopropyl (S)-6-diazo-2-((S)-2-ethoxy-3-(4-hydroxyphenyl) propanamido)-5-oxohexanoate [N+](=[N-])=CC(CC[C@@H](C(=O)OC(C)C)NC([C@H](CC1=CC=C(C=C1)O)OCC)=O)=O